(1R,3S)-ethyl 3-aminocyclopentanecarboxylate N[C@@H]1C[C@@H](CC1)C(=O)OCC